ClC1=CC=C(CCN2C[C@H](CC2)C(=O)N[C@@H]([C@H](O)C2=CC3=C(OCCO3)C=C2)CN2CCCC2)C=C1 (S)-1-(4-chlorophenethyl)-N-((1R,2R)-1-(2,3-dihydrobenzo[b][1,4]dioxin-6-yl)-1-hydroxy-3-(pyrrolidin-1-yl)propan-2-yl)pyrrolidine-3-carboxamide